O=C1NC(CCC1N1C(C2=CC=CC(=C2C1=O)OCC=1N=NN(C1)CCCCC(=O)OC(C)(C)C)=O)=O tert-butyl 5-(4-(((2-(2,6-dioxopiperidin-3-yl)-1,3-dioxoisoindolin-4-yl)oxy)methyl)-1H-1,2,3-triazol-1-yl)pentanoate